ClC1=CC(=C2C=NNC2=C1)C1CCC(CC1)NC(C)=O N-(4-(6-chloro-1H-indazol-4-yl)cyclohexyl)acetamide